Fluoro-5,5-dimethyl-2,3,4,5-tetrahydro-1H-benzo[c]azepin-1-one FN1C(C2=C(C(CC1)(C)C)C=CC=C2)=O